CN[C@@H]1CN(CCC1)C1=NC2=C(N1CC1=CC=C(C=N1)C#N)C=C(C=C2)C(F)(F)F 6-((2-((3S)-3-(methylamino)-1-piperidinyl)-6-(trifluoromethyl)-1H-benzoimidazol-1-yl)methyl)-3-pyridinecarbonitrile